3'-chloro-4'-formyl-2-[4-(4-methyl-1,2,4-triazol-3-yl)piperidin-1-yl]-[1,1'-biphenyl]-3-carbonitrile ClC=1C=C(C=CC1C=O)C1=C(C(=CC=C1)C#N)N1CCC(CC1)C1=NN=CN1C